tert-butyl 9-[[2-(2,6-dioxo-3-piperidyl)-1,3-dioxo-isoindolin-4-yl]amino]-3-azaspiro[5.5]undecane-3-carboxylate O=C1NC(CCC1N1C(C2=CC=CC(=C2C1=O)NC1CCC2(CCN(CC2)C(=O)OC(C)(C)C)CC1)=O)=O